C1(=C(C=CC=C1)C(C#N)C1=NC=CC(=C1)C(F)(F)F)C 2-(o-tolyl)-2-[4-(trifluoromethyl)-2-pyridyl]acetonitrile